Dithiothreose S=C[C@@H](S)[C@H](O)CO